FC=1C=C(C=CC1F)[C@H]1[C@@H](C1)NC=1C2=C(N=C(N1)SC)SC(=C2)C N-((1R,2S)-2-(3,4-difluorophenyl)cyclopropyl)-6-methyl-2-(methylthio)thieno[2,3-d]pyrimidin-4-amine